N1(N=CC=C1)CC(=O)N1CCC(CC1)N1N=CC(=C1)CNC1=C2C(N(C(C2=CC=C1)=O)C1C(NC(CC1)=O)=O)=O 4-(((1-(1-(2-(1H-pyrazol-1-yl)acetyl)piperidin-4-yl)-1H-pyrazol-4-yl)methyl)amino)-2-(2,6-dioxopiperidin-3-yl)isoindoline-1,3-dione